O[C@@H]1[C@H](COC1)NC1=NC(=C(C(=O)N)C=C1)N1CCC2(CC2)CC1 6-(((3S,4R)-4-hydroxytetrahydrofuran-3-yl)amino)-2-(6-azaspiro[2.5]octan-6-yl)nicotinamide